Methyl (2S)-2-((2S)-2-(((2-(3-chlorophenyl)-2,2-difluoro-1-(pyridin-3-yl)ethoxy)carbonyl)amino)hexanamido)-3-((S)-2-oxopyrrolidin-3-yl)propanoate ClC=1C=C(C=CC1)C(C(OC(=O)N[C@H](C(=O)N[C@H](C(=O)OC)C[C@H]1C(NCC1)=O)CCCC)C=1C=NC=CC1)(F)F